C1C(NCS1)C(=O)O.C(C[C@@H](C(=O)O)N)CN=C(N)N Arginine ThiazolidineCarboxylate